C(C)(C)(C)N1CCN(CC1)C1=CC=CC(=N1)S(=O)(=O)NC1=NC(=C(C=C1)Cl)C1=C(C(=CC=C1)F)C 6-(4-(tert-butyl)piperazin-1-yl)-N-(5-chloro-6-(3-fluoro-2-methylphenyl)pyridin-2-yl)pyridine-2-sulfonamide